COC=1C(=NN(C1N(C)CC1=CC=CC=C1)C(=O)C1=COC(=C1)C)C1CN(C(CC1)=O)CC(=O)N1CCOCC1 4-({[4-Methoxy-1-(5-methylfuran-3-carbonyl)-3-{1-[2-(morpholin-4-yl)-2-oxoethyl]-6-oxopiperidin-3-yl}-1H-pyrazol-5-yl](methyl)amino}methyl)benzol